CN1C(=NC2=C1C=CC=C2C(=O)OC)CNC(=O)C=2C=NN1C2N=CC=C1 Methyl 1-methyl-2-((pyrazolo[1,5-a]pyrimidine-3-carboxamido)methyl)-1H-benzo[d]imidazole-4-carboxylate